C1(=CC(=CC=C1)C=1N=C(C2=C(N1)SC=C2)NC(P(OCC)(OCC)=O)P(OCC)(OCC)=O)C2=CC=CC=C2 Tetraethyl (((2-([1,1'-biphenyl]-3-yl)thieno[2,3-d]pyrimidin-4-yl)amino)methylene)bis(phosphonate)